6-((R)-1-hydroxy-2-((3aS,5S,6aR)-3a-hydroxy-5-phenoxyhexahydrocyclopenta[c]pyrrol-2(1H)-yl)ethyl)-3,3-dimethyl-3,4-dihydroquinolin-2(1H)-one O[C@@H](CN1C[C@@H]2[C@](C1)(C[C@H](C2)OC2=CC=CC=C2)O)C=2C=C1CC(C(NC1=CC2)=O)(C)C